3-acetyl-7-(cyclopropylmethoxy)-N-(2-fluoro-5-(hydroxymethyl)-3-(1-methyl-1H-pyrazol-4-yl)phenyl)indolizine-1-carboxamide C(C)(=O)C1=CC(=C2C=C(C=CN12)OCC1CC1)C(=O)NC1=C(C(=CC(=C1)CO)C=1C=NN(C1)C)F